2-[[5-isobutyl-1-(3-methoxyphenyl)pyrazol-3-yl]amino]-5-(thiophen-2-yl)nicotinic acid C(C(C)C)C1=CC(=NN1C1=CC(=CC=C1)OC)NC1=C(C(=O)O)C=C(C=N1)C=1SC=CC1